C(C)(C)(C)OC(=O)N1CCN(CC1)C1=CC(=C(C=C1)C#N)C(=O)OC.C1(=CC=CC=C1)C=1C2=C(C(C(C(C2(C(C2(C(C(C(C(C12)([2H])[2H])([2H])[2H])([2H])[2H])([2H])[2H])[2H])([2H])[2H])[2H])([2H])[2H])([2H])[2H])([2H])[2H])C1=CC=CC=C1 diphenylanthracene-d18 tert-butyl-4-(4-cyano-3-(methoxycarbonyl)phenyl)piperazine-1-carboxylate